C(CCCCCCC)C(C#CO)C octylbutynol